N-(3-(3-chlorophenyl)isoxazol-5-yl)-2-methyl-4-(2-methyl-6,7-dihydropyrazolo[1,5-a]pyrimidin-4(5H)-yl)-4-oxobutanamide ClC=1C=C(C=CC1)C1=NOC(=C1)NC(C(CC(=O)N1C=2N(CCC1)N=C(C2)C)C)=O